ClC1=C(C=C(C=C1N1CC2(CS(C2)(=O)=O)C1)F)C(=O)N1[C@H](C=2C(CC1)=C(N(N2)C)C2=CC(=CC(=C2)F)F)C [2-Chloro-3-(2,2-dioxo-2λ6-thia-6-azaspiro[3.3]heptan-6-yl)-5-fluoro-phenyl]-[(7S)-3-(3,5-difluorophenyl)-2,7-dimethyl-5,7-dihydro-4H-pyrazolo[3,4-c]pyridin-6-yl]methanone